5-fluorobenzothiazol FC=1C=CC2=C(N=CS2)C1